C1=C(NC=N1)CC(=O)[O-] The molecule is conjugate base of imidazol-4-ylacetic acid; major species at pH 7.3. It has a role as a human metabolite. It is a conjugate base of an imidazol-4-ylacetic acid.